2-(1-(2-Chloro-6-fluorophenoxy)-4-fluoro-8-((1,1,1-trifluoropropan-2-yl)oxy)isoquinolin-6-yl)-4-ethyl-5-(hydroxymethyl)-2,4-dihydro-3H-1,2,4-triazol-3-one ClC1=C(OC2=NC=C(C3=CC(=CC(=C23)OC(C(F)(F)F)C)N2N=C(N(C2=O)CC)CO)F)C(=CC=C1)F